(R)-1-(3-trifluoromethylphenyl)ethylamine FC(C=1C=C(C=CC1)[C@@H](C)N)(F)F